FC(C=1C(=CNC(C1)=O)C(=O)NC1=C(C=C(C(=C1)C1=NC(=CC=C1)N1CCOCC1)F)N1C[C@H](N(CC1)C)C)F |r| 4-(difluoromethyl)-N-[4-fluoro-5-(6-morpholin-4-ylpyridin-2-yl)-2-[rac-(3R)-3,4-dimethylpiperazin-1-yl]phenyl]-6-oxo-1H-pyridine-3-carboxamide